(±)-3-(5-chloro-2-hydroxyphenyl)-1,3-dihydro-3-hydroxy-4,6-bis-(trifluoromethyl)-2H-indol-2-one ClC=1C=CC(=C(C1)[C@]1(C(NC2=CC(=CC(=C12)C(F)(F)F)C(F)(F)F)=O)O)O |r|